3-amino-4-(2,4,5-trifluoro-phenyl)butanoate NC(CC(=O)[O-])CC1=C(C=C(C(=C1)F)F)F